2-[4-(2-fluoro-5-methylphenyl)-6-oxo-3-propan-2-ylpyridazin-1-yl]-N-(cis-3-hydroxy-3-methylcyclobutyl)acetamide FC1=C(C=C(C=C1)C)C=1C(=NN(C(C1)=O)CC(=O)NC1CC(C1)(C)O)C(C)C